CN(CC(CN(C(=O)C1=CC2=C(S1)CCCCCC2)C)(C)C)C N-[3-(dimethylamino)-2,2-dimethylpropyl]-N-methyl-4H,5H,6H,7H,8H,9H-cycloocta[b]thiophene-2-carboxamide